α-ethyl-glycine C(C)C(N)C(=O)O